(1s,4s)-4-(8-(2,6-dichloro-4-fluorophenylamino)-2-(4-hydroxytetrahydrofuran-3-ylamino)-9H-purin-9-yl)cyclohexanecarboxamide ClC1=C(C(=CC(=C1)F)Cl)NC=1N(C2=NC(=NC=C2N1)NC1COC[C@H]1O)C1CCC(CC1)C(=O)N